ClC1=C(C(=O)N)C=CC=C1OC 2-chloro-3-methoxybenzamide